CN[C@H](C(=O)O)CCCN1C(CCC1)=O (S)-2-(methylamino)-5-(2-oxopyrrolidin-1-yl)pentanoic acid